CN1C(N(C=C1)C)CCC 1,3-dimethyl-imidazolylpropane